NNC1(CC(=C(C=C1)C1=CC=C(NC)C=C1)OC)Br N-amino-4-bromo-2-methoxy-N'-methylbenzidine